C(#N)C1=NC=CC(=C1)COC1=C(C=2C(=NON2)C(=C1)OCC1=C(C(=CC=C1)C1=CC2=C(OCCO2)C=C1)Br)CN[C@H](CO)C(=O)O N-((5-((2-cyanopyridin-4-yl)methoxy)-7-((3-(2,3-dihydrobenzo[b][1,4]dioxin-6-yl)-2-bromobenzyl)oxy)benzo[c][1,2,5]oxadiazol-4-yl)methyl)-D-serine